tert-butyl 2-[4-[5-(2,6-dioxo-3-piperidyl)-2-pyridyl]piperazin-1-yl]acetate O=C1NC(CCC1C=1C=CC(=NC1)N1CCN(CC1)CC(=O)OC(C)(C)C)=O